tert-butyl (2-(3-ethyl-2,5-dioxopyrrolidin-1-yl)ethyl)carbamate C(C)C1C(N(C(C1)=O)CCNC(OC(C)(C)C)=O)=O